nickel-Iron-molybdenum [Mo].[Fe].[Ni]